(Z)-N-(cycloocta-4-en-1-ylmethyl)aniline C1(CC\C=C/CCC1)CNC1=CC=CC=C1